BrC1=C(N=C2N1C1=C(C(=NC2)C2=C(C=CC=C2)F)C=C(C=C1)Cl)C(=O)OC methyl 1-bromo-8-chloro-6-(2-fluorophenyl)-4H-imidazo[1,2-a][1,4]benzodiazepine-2-carboxylate